COC=1N=C(N=NC1C1=C(C=C(C=C1)C(F)(F)F)O)N1CC[C@@H]2[C@H]1CN(CC2)C 2-(5-methoxy-3-((3aR,7aS)-6-methyloctahydro-1H-pyrrolo[2,3-c]pyridin-1-yl)-1,2,4-triazin-6-yl)-5-(trifluoromethyl)phenol